Br.BrCC=1C=NC=CC1 3-(bromomethyl)pyridine hydrogen bromide